C(C)(C)(C)OC(=O)NCC1CN(CC1)C1=NC(=NC=C1C=1CN(CC1)C(=O)OC(C)(C)C)Cl tert-butyl 3-[4-[3-[(tert-butoxycarbonylamino)methyl]pyrrolidin-1-yl]-2-chloro-pyrimidin-5-yl]-2,5-dihydropyrrole-1-carboxylate